COC1=NC=C(C(=O)NC2=NC=3C(=C(C=CC3C=3N2CCN3)OCCCN3CCOCC3)OC)C=C1 6-methoxy-N-[7-methoxy-8-(3-morpholin-4-ylpropoxy)-2,3-dihydroimidazo[1,2-c]quinazolin-5-yl]nicotinamide